methyl 6-[(carbamoylmethyl)amino]-5-{2,2-difluoro-7-azaspiro[3.5]nonan-6-yl}pyridine-2-carboxylate C(N)(=O)CNC1=C(C=CC(=N1)C(=O)OC)C1CC2(CC(C2)(F)F)CCN1